BrC=1C(NC(N(N1)CC)=O)=O 6-bromo-2-ethyl-4H-1,2,4-triazine-3,5-dione